(R)-7-(6-(1-(2,2-difluoro-1-(4-fluorophenyl)propyl)-1H-pyrazol-4-yl)pyrazin-2-yl)-2-(2,5-dimethyl-1H-pyrrol-1-yl)-5-fluoro-[1,2,4]triazolo[1,5-a]pyridine FC([C@@H](C1=CC=C(C=C1)F)N1N=CC(=C1)C1=CN=CC(=N1)C1=CC=2N(C(=C1)F)N=C(N2)N2C(=CC=C2C)C)(C)F